(±)-tert-butyl (3aS,6aS)-octahydropyrrolo[3,4-c]pyrrole-2-carboxylate hemioxalate C(C(=O)O)(=O)O.C1N(C[C@H]2[C@H]1CNC2)C(=O)OC(C)(C)C.C(C)(C)(C)OC(=O)N2C[C@@H]1CNC[C@H]1C2 |r|